ClC=1N=CC2=C(C=CC=C2C1)N1[C@@H]([C@H](C1)CS(=O)(=O)N)C ((2R,3S)-1-(3-chloroisoquinolin-8-yl)-2-methylazetidin-3-yl)methanesulfonamide